4,5-Diamino-1-(2-hydroxyethyl)pyrazol Chlorid [Cl-].NC=1C=NN(C1N)CCO